6-((S)-1-benzylpyrrolidin-3-yl)-7-methoxy-2-methyl-N4-((R)-1-(3-nitro-5-(Trifluoromethyl)phenyl)ethyl)quinazoline-4,6-diamine C(C1=CC=CC=C1)N1C[C@H](CC1)C1(CC=2C(=NC(=NC2C=C1OC)C)N[C@H](C)C1=CC(=CC(=C1)C(F)(F)F)[N+](=O)[O-])N